Glycerol trilinoleate C(CCCCCCC\C=C/C\C=C/CCCCC)(=O)OCC(OC(CCCCCCC\C=C/C\C=C/CCCCC)=O)COC(CCCCCCC\C=C/C\C=C/CCCCC)=O